ClC=1C(=NC=C(C1[C@@H](C)OC=1C=C2C(=NNC2=CC1OC)C=1C=NC(=CC1)N1CC2(CN(C2)S(=O)(=O)C)C1)Cl)C 5-[(1R)-1-(3,5-dichloro-2-methyl-4-pyridyl)ethoxy]-6-methoxy-3-[6-(2-methylsulfonyl-2,6-diazaspiro[3.3]heptan-6-yl)-3-pyridyl]-1H-indazole